Methyl (R)-6-bromo-4-((tetrahydrofuran-3-yl)oxy)quinoline-2-carboxylate BrC=1C=C2C(=CC(=NC2=CC1)C(=O)OC)O[C@H]1COCC1